N-(3,5-Dimethyl-1H-pyrazol-4-yl)-5-(1-methyl-1H-pyrazol-3-yl)-6-[4-(trifluoromethyl)phenoxy]pyridine-3-carboxamide CC1=NNC(=C1NC(=O)C=1C=NC(=C(C1)C1=NN(C=C1)C)OC1=CC=C(C=C1)C(F)(F)F)C